(3-((Benzyloxy)methyl)-4-ethyl-5-oxo-4,5-dihydro-1H-1,2,4-triazol-1-yl)-3-fluoro-6-(2-fluoro-5-methylphenyl)-1,6-naphthyridin-5(6H)-one C(C1=CC=CC=C1)OCC1=NN(C(N1CC)=O)C1=NC=2C=CN(C(C2C=C1F)=O)C1=C(C=CC(=C1)C)F